tert-Butyl [(1S,4R)-3-{[4-(propan-2-yl)piperazin-1-yl]methyl}bicyclo[2.2.1]heptan-2-yl]carbamate CC(C)N1CCN(CC1)CC1C([C@H]2CC[C@@H]1C2)NC(OC(C)(C)C)=O